4-(1-(4-(4-fluorophenyl)-1-(4-(trifluoromethyl)benzyl)-1H-indole-7-carboxamido)cyclopropyl)-benzoic acid FC1=CC=C(C=C1)C1=C2C=CN(C2=C(C=C1)C(=O)NC1(CC1)C1=CC=C(C(=O)O)C=C1)CC1=CC=C(C=C1)C(F)(F)F